N-benzoyl-N'-p-hydroxyphenyl-thiourea C(C1=CC=CC=C1)(=O)NC(=S)NC1=CC=C(C=C1)O